OC1=C(C2=CC=CC=C2C=C1)C1(C2=CC=CC=C2C=2C=CC=CC12)C1=C(C=CC2=CC=CC=C12)O 9,9-bis(hydroxy-naphthyl)fluorene